4-crotonoyloxy-2,2,6,6-tetramethylpiperidine C(\C=C\C)(=O)OC1CC(NC(C1)(C)C)(C)C